C(CCCCCCC)(=O)SCCNC(CCNC([C@@H](C(COP(OP(OC[C@@H]1[C@H]([C@H]([C@@H](O1)N1C=NC=2C(N)=NC=NC12)O)OP(=O)(O)O)(=O)O)(=O)O)(C)C)O)=O)=O octanoyl-coA